FC(C1=NN(C=C1NC(=O)C=1C=NN2C1N=C(C=C2)N2[C@H]1CO[C@@H](C2)C1)C1CCN(CC1)C1=CC=C(C(=O)OCC)C=C1)F 1-Ethyl 4-[4-[3-(difluoromethyl)-4-[[5-[(1R,4R)-2-oxa-5-azabicyclo[2.2.1]heptan-5-yl] pyrazolo[1,5-a]pyrimidine-3-carbonyl]amino]pyrazol-1-yl]-1-piperidyl]benzoate